COC1=NN(C=C1C(=O)N)CC1=CC=C(C=C1)C1=NOC(=N1)C(F)(F)F methoxy-1-[[4-[5-(trifluoromethyl)-1,2,4-oxadiazol-3-yl]phenyl]methyl]pyrazole-4-carboxamide